Ethyl (5R)-2-[2-fluoro-6-(propan-2-ylamino)pyridin-3-yl]-5-methyl-6,7-dihydro-5H-pyrazolo[5,1-b][1,3]oxazine-3-carboxylate FC1=NC(=CC=C1C1=NN2C(O[C@@H](CC2)C)=C1C(=O)OCC)NC(C)C